ClC1=CC2=C(NC(=N2)C(=O)N2CCN(CC2)C(=O)C2=CC3=C(OC(O3)(F)F)C=C2)C=C1 (5-chloro-1H-benzo[d]imidazol-2-yl)(4-(2,2-difluorobenzo[d][1,3]dioxol-5-carbonyl)piperazin-1-yl)methanone